4-nitrophenyl (trans-(1SR,2SR)-2-cycloheptyl) carbonate C(OC1=CC=C(C=C1)[N+](=O)[O-])(OC1CCCCCC1)=O